CN(CCN(C=1C(=CC(=C(C1)OC)NC1=NC=CC(=N1)C1=CC2=C(N(N=C2C(=C1)F)C)C(C)C)N)C)C N1-(2-(dimethylamino)ethyl)-N4-(4-(7-fluoro-3-isopropyl-2-methyl-2H-indazole-5-yl)pyrimidin-2-yl)-5-methoxy-N1-methylbenzene-1,2,4-triamine